Cl.Cl.C[C@H]1N(CCC1)CCCOC1=CC=C(OC2CCNCC2)C=C1 4-(4-{3-[(2R)-2-methyl-pyrrolidin-1-yl]-propoxy}-phenoxy)-piperidine dihydrochloride